tris(2,2-dichloropropyl) phosphate P(=O)(OCC(C)(Cl)Cl)(OCC(C)(Cl)Cl)OCC(C)(Cl)Cl